CN(CCOC1=NC2=C(N1C(=O)NCCC(C)C)C=CC=C2)C 2-(2-(Dimethylamino)ethoxy)-N-iso-pentyl-1H-benzo[d]imidazole-1-carboxamide